1,3-dimethyl-4-[2-(methylsulfonyl)-4-(trifluoromethyl)benzoyl]-1H-pyrazol-5-yl-1,3-dimethyl-1H-pyrazol CN1N=C(C(=C1C=1C(=NN(C1)C)C)C(C1=C(C=C(C=C1)C(F)(F)F)S(=O)(=O)C)=O)C